propane tetraacrylate C(C=C)(=O)O.C(C=C)(=O)O.C(C=C)(=O)O.C(C=C)(=O)O.CCC